NC1=CC=CC(=N1)S(=O)(=O)NC(=O)C=1C(=NC(=CC1)C=1C=NC(=CC1)OC(C)C)N1CC(CCC1)F N-[(6-Amino-2-pyridyl)sulfonyl]-2-(3-fluoro-1-piperidyl)-6-(6-isopropoxy-3-pyridyl)pyridin-3-carboxamid